9-(4-chloro-6-(triphenylen-2-yl)-1,3,5-triazin-2-yl)-9H-carbazole ClC1=NC(=NC(=N1)C1=CC=2C3=CC=CC=C3C3=CC=CC=C3C2C=C1)N1C2=CC=CC=C2C=2C=CC=CC12